[Na+].CC(CS(=O)(=O)[O-])(C)NC(C=C)=O 2-methyl-2-[(1-oxo-2-propenyl)amino]-1-propanesulfonic acid monosodium salt